4,4'-bis(acetoxy)biphenyl C(C)(=O)OC1=CC=C(C=C1)C1=CC=C(C=C1)OC(C)=O